1-(2-(3-bromo-2-methylphenyl)-4,6-dihydro-5H-pyrrolo[3,4-d]Oxazol-5-yl)-2-(dimethylamino)ethan-1-one BrC=1C(=C(C=CC1)C=1OC2=C(N1)CN(C2)C(CN(C)C)=O)C